tert-butyl 4-chloro-12,12-dimethyl-2,3,7,10-tetrazatricyclo[7.4.0.02,6]trideca-1(9),3,5,7-tetraene-10-carboxylate ClC1=NN2C=3CC(CN(C3C=NC2=C1)C(=O)OC(C)(C)C)(C)C